(6-(2-phenyl-6-(4-(pyridin-2-yl)phenyl)pyrimidin-4-yl)pyridin-2-yl)boronic acid C1(=CC=CC=C1)C1=NC(=CC(=N1)C1=CC=CC(=N1)B(O)O)C1=CC=C(C=C1)C1=NC=CC=C1